tert-butyl 4-hydroxy-3,3-dimethyl-4-phenylpiperidine-1-carboxylate OC1(C(CN(CC1)C(=O)OC(C)(C)C)(C)C)C1=CC=CC=C1